(S)-(5-Fluoropyridin-3-yl)((2R,5S)-5-(4-methoxybenzyl)pyrrolidin-2-yl)methanol dihydrochloride Cl.Cl.FC=1C=C(C=NC1)[C@H](O)[C@@H]1N[C@@H](CC1)CC1=CC=C(C=C1)OC